2-[2-[2-fluoro-4-(2-morpholinoethoxy)phenyl]acetyl]-3,4-dihydro-1H-isoquinoline-7-carboxylic acid tert-butyl ester C(C)(C)(C)OC(=O)C1=CC=C2CCN(CC2=C1)C(CC1=C(C=C(C=C1)OCCN1CCOCC1)F)=O